3-(4-fluorophenyl)-1-[(3S,5S)-5-methylpyrrolidin-3-yl]-4-{6-phenylfuro[2,3-d]pyrimidin-4-yl}pyrazole FC1=CC=C(C=C1)C1=NN(C=C1C=1C2=C(N=CN1)OC(=C2)C2=CC=CC=C2)[C@@H]2CN[C@H](C2)C